(1r,4r)-5'-Bromo-4'-methoxy-1',2'-dihydrospiro[cyclohexane-1,3'-pyrrolo[2,3-b]pyridin]-4-ol BrC=1C(=C2C(=NC1)NCC21CCC(CC1)O)OC